(S)-N-((4-carbamimidoylthiophen-2-yl)methyl)-7-((4-((2-fluoropyridin-4-yl)oxy)butanoyl)glycyl)-1,4-dioxa-7-azaspiro[4.4]nonane-8-carboxamide C(N)(=N)C=1C=C(SC1)CNC(=O)[C@H]1N(CC2(OCCO2)C1)C(CNC(CCCOC1=CC(=NC=C1)F)=O)=O